5-(Acetyloxy)-3-ethenyldodecahydro-6,10,10b-trihydroxy-3,4a,7,7,10a-pentamethyl-1H-naphtho[2,1-b]pyran-1-one C(C)(=O)OC1C(C2C(CCC(C2(C2(C1(OC(CC2=O)(C)C=C)C)O)C)O)(C)C)O